C(=CCCCCCCCCCCCCCCCC)N1C(=C(C(C2=CC=C(C=C12)O)=O)O)C1=CC(=C(C=C1)O)O N-octadecenyl-2-(3,4-dihydroxyphenyl)-3,7-dihydroxyquinolin-4-one